4-(5-(3-((tert-butyldimethylsilyl)oxy)propyl)-2-oxo-3-(pyrimidin-5-yl)pyrazin-1(2H)-yl)-N,N-dimethylbenzenesulfonamide [Si](C)(C)(C(C)(C)C)OCCCC=1N=C(C(N(C1)C1=CC=C(C=C1)S(=O)(=O)N(C)C)=O)C=1C=NC=NC1